(S)-1-(3,5-difluorophenyl)-5,5-difluoro-3-(trifluoromethyl)-4,5,6,7-tetrahydro-1H-indole FC=1C=C(C=C(C1)F)N1C=C(C=2CC(CCC12)(F)F)C(F)(F)F